bismuth(III) tris(3,5-difluorobenzoate) FC=1C=C(C(=O)[O-])C=C(C1)F.FC=1C=C(C(=O)[O-])C=C(C1)F.FC=1C=C(C(=O)[O-])C=C(C1)F.[Bi+3]